C[C@@H]1CCNC(OCC2=CC=CC(C3=NN(C=4C=NC(O1)=CC34)C3OCCCC3)=C2)=O (13R)-13-methyl-19-(oxan-2-yl)-8,14-dioxa-10,16,19,20-tetraazatetracyclo[13.5.2.12,6.018,21]tricosa-1(20),2(23),3,5,15(22),16,18(21)-heptaen-9-one